(allylsulfanyl)-1-{[3-(2-chlorophenyl)-2-(2,4-difluorophenyl)oxiran-2-yl]methyl}-1H-1,2,4-triazole C(C=C)SC1=NN(C=N1)CC1(OC1C1=C(C=CC=C1)Cl)C1=C(C=C(C=C1)F)F